2-methyl-N-((5-nitro-1-(phenylsulfonyl)-1H-pyrrolo[2,3-b]pyridin-4-yl)methyl)propan-2-amine CC(C)(C)NCC1=C2C(=NC=C1[N+](=O)[O-])N(C=C2)S(=O)(=O)C2=CC=CC=C2